C(C)(C)(C)OC(=O)N1CC(=C(CC1)C1=CC=C(C=C1)OC)CC1=CC(=CC=C1)C#N 3-[(3-cyanophenyl)methyl]-4-(4-methoxyphenyl)-5,6-dihydropyridine-1(2H)-carboxylic acid tert-butyl ester